5-(trifluoromethyl)benzo[b]Thiophene-2-carboxamide FC(C1=CC2=C(SC(=C2)C(=O)N)C=C1)(F)F